C(C)(C)(C)OC(=O)NC1=C(C=CC=C1C(=O)O)C1=CC=CC=C1 ((tert-Butoxycarbonyl)amino)-[1,1'-biphenyl]-3-carboxylic acid